Tert-butyl (1R,4R)-1-(((4-(2-aminopyrazolo[1,5-a]pyridin-5-yl)-6-(trifluoromethyl)pyridin-3-yl)oxy)methyl)-2-oxa-5-azabicyclo[2.2.1]heptane-5-carboxylate NC1=NN2C(C=C(C=C2)C2=C(C=NC(=C2)C(F)(F)F)OC[C@]23OC[C@H](N(C2)C(=O)OC(C)(C)C)C3)=C1